tert-Butyl(2-methyl-1-(4-methyl-3-((1-(naphthalen-1-yl)cyclopropyl)carbamoyl) phenoxy)propan-2-yl)carbamate C(C)(C)(C)OC(NC(COC1=CC(=C(C=C1)C)C(NC1(CC1)C1=CC=CC2=CC=CC=C12)=O)(C)C)=O